1-(1-(2-(quinolin-6-yl)acetyl)piperidin-4-yl)-7-(trifluoromethyl)-1H-benzo[d]imidazole N1=CC=CC2=CC(=CC=C12)CC(=O)N1CCC(CC1)N1C=NC2=C1C(=CC=C2)C(F)(F)F